CC(C[NH2+]O)(C)C trimethylhydroxy-ethylammonium